(S)-N-(7-(2-(1-amino-2-(3,5-difluorophenyl)ethyl)-7-chloro-4-oxopyrido[2,3-d]pyrimidin-3(4H)-yl)-4-chloro-1-methyl-1H-indazol-3-yl)-N-(4-methoxybenzyl)methanesulfonamide hydrochloride Cl.N[C@@H](CC1=CC(=CC(=C1)F)F)C=1N(C(C2=C(N1)N=C(C=C2)Cl)=O)C=2C=CC(=C1C(=NN(C21)C)N(S(=O)(=O)C)CC2=CC=C(C=C2)OC)Cl